O=C1NC(CC[C@@H]1C1=CC=C(C=C1)N1CCC(CC1)CCN1CCC(CC1)(C(=O)NCC1(CCN(CC1)C1=CN=NC(=C1)C1=C(C=CC=C1)O)C1=CC=CC=C1)OC)=O |r| RAC-(R)-1-(2-(1-(4-(2,6-DIOXOPIPERIDIN-3-YL)PHENYL)PIPERIDIN-4-YL)ETHYL)-N-((1-(6-(2-HYDROXYPHENYL)PYRIDAZIN-4-YL)-4-PHENYLPIPERIDIN-4-YL)METHYL)-4-METHOXYPIPERIDINE-4-CARBOXAMIDE